(7-((1H-pyrazol-1-yl)methyl)-5-methoxy-[1,2,4]triazolo[4,3-a]pyridin-3-yl)-1-cyclohexylmethanesulfonamide N1(N=CC=C1)CC1=CC=2N(C(=C1)OC)C(=NN2)C(S(=O)(=O)N)C2CCCCC2